5-amino-2-(2-fluoro-5-(pyrrolidin-1-ylmethyl)phenyl)-N-(2-(trifluoromethyl)benzyl)thiazole-4-carboxamide NC1=C(N=C(S1)C1=C(C=CC(=C1)CN1CCCC1)F)C(=O)NCC1=C(C=CC=C1)C(F)(F)F